2-bromo-3-fluoro-pyridine BrC1=NC=CC=C1F